tert-butyl 4-[2-(7-hydroxyquinoxalin-2-yl)ethyl]piperidine-1-carboxylate OC1=CC=C2N=CC(=NC2=C1)CCC1CCN(CC1)C(=O)OC(C)(C)C